CC=1C=C(C=C(C1)C)C(=O)[Si](CC)(CC)CC (3,5-dimethylphenyl)(triethylsilyl)methanone